C(#N)[C@@H](C1=CC(=CC=C1)OC1=CC=CC=C1)OC(=O)[C@@H]1C([C@H]1C=C(Cl)Cl)(C)C (R)-α-cyano-3-phenoxybenzyl-(1S)-trans-3-(2,2-dichlorovinyl)-2,2-dimethylcyclopropanecarboxylate